(1-((3-(hydroxymethyl)-4-(trifluoromethyl)phenyl)sulfonyl)piperidin-4-yl)carbamic acid tert-butyl ester C(C)(C)(C)OC(NC1CCN(CC1)S(=O)(=O)C1=CC(=C(C=C1)C(F)(F)F)CO)=O